C12(CC(C1)C2)N2N=C(C=1C2=NC=NC1N)C1=NOC(=C1)C1CC1 1-(bicyclo[1.1.1]pentan-1-yl)-3-(5-cyclopropylisoxazol-3-yl)-1H-pyrazolo[3,4-d]pyrimidin-4-amine